COCC1=C(CNN(C(=O)C2CC2)C)C=CC(=C1)C(F)(F)F N'-(2-(methoxymethyl)-4-(trifluoromethyl)benzyl)-N-methylcyclopropanecarbohydrazide